zirconium tin lanthanum barium strontium lead [Pb].[Sr].[Ba].[La].[Sn].[Zr]